C1(CCCCC1)C(C(=O)O)=C α-cyclohexylacrylic acid